O=C(CC#N)N1CC=C(CC1)B1OC(C(O1)(C)C)(C)C 3-oxo-3-(4-(4,4,5,5-tetramethyl-1,3,2-dioxaborolan-2-yl)-5,6-dihydropyridin-1(2H)-yl)propionitrile